4-(2,4-difluorophenyl)-4-[(methylamino)methyl]piperidin FC1=C(C=CC(=C1)F)C1(CCNCC1)CNC